1-((1-(2,2-diphenylethyl)-1H-1,2,3-triazol-4-yl)methyl)-1H-tetrazole C1(=CC=CC=C1)C(CN1N=NC(=C1)CN1N=NN=C1)C1=CC=CC=C1